3-[3-tertiary butyl-5-(5-chlorobenzothiazole-2-yl)-4-hydroxyphenyl]-2-propyl methacrylate C(C(=C)C)(=O)OC(C)CC1=CC(=C(C(=C1)C=1SC2=C(N1)C=C(C=C2)Cl)O)C(C)(C)C